SCC1=CC(=CC(=C1)CS)CS 1,3,5-trimercaptomethylbenzene